(S)-3-hydroxy-4-chlorobutyric acid ethyl ester C(C)OC(C[C@@H](CCl)O)=O